C1(=CC=C(C=C1)B1OCC(O1)CS)C1=CC=C(C=C1)B1OCC(O1)CS [1,1'-biphenyl-4,4'-diylbis(1,3,2-dioxaborolane-2,4-diyl)]dimethanethiol